N-hexadecyl-2-(4-tert-butylcarbonyloxy-phenyl)-3,5,7-tri-tert-butylcarbonyloxy-quinolin-4-one C(CCCCCCCCCCCCCCC)N1C(=C(C(C2=C(C=C(C=C12)OC(=O)C(C)(C)C)OC(=O)C(C)(C)C)=O)OC(=O)C(C)(C)C)C1=CC=C(C=C1)OC(=O)C(C)(C)C